C(CC)OC1=CC=C(C=C1)C1CC(CC(C1)=O)=O 5-(4-propoxyphenyl)-1,3-cyclohexanedione